ClC=1C=C(C=C(C1OC=1C=C2C3(C(NC2=CC1)=O)C(C3)C)Cl)N3N=C(C(NC3=O)=O)C#N 2-(3,5-dichloro-4-((2-methyl-2'-oxospiro[cyclopropane-1,3'-indolin]-5'-yl)oxy)phenyl)-3,5-dioxo-2,3,4,5-tetrahydro-1,2,4-triazine-6-carbonitrile